2-((cyclopropylmethyl)(methyl)amino)-N-(5-ethylthiazol-2-yl)-5-(morpholinosulfonyl)benzamide C1(CC1)CN(C1=C(C(=O)NC=2SC(=CN2)CC)C=C(C=C1)S(=O)(=O)N1CCOCC1)C